C(C)(C)(C)OC(=O)NCC(C(=O)O)C1=CC(=CC=C1)OC 3-[(tert-butoxycarbonyl)amino]-2-(3-methoxyphenyl)propanoic acid